(1R,3S,5s,7s)-2-(5-(3-cyano-6-(2-hydroxy-2-methylpropoxy)pyrazolo[1,5-a]pyridin-4-yl)pyridin-2-yl)-N-(6-methoxypyridin-3-yl)-2-azaadamantane-5-carboxamide C(#N)C=1C=NN2C1C(=CC(=C2)OCC(C)(C)O)C=2C=CC(=NC2)N2[C@@H]1CC3CC(C[C@@H]2C3)(C1)C(=O)NC=1C=NC(=CC1)OC